1-(tert-Butyl) 4-ethyl (R)-5-hydroxy-2-methyl-3,6-dihydropyridine-1,4(2H)-dicarboxylate OC1=C(C[C@H](N(C1)C(=O)OC(C)(C)C)C)C(=O)OCC